bis(aziridin-1-yl)phosphinic acid N1(CC1)P(O)(=O)N1CC1